3-(5-(3,8-diazabicyclo[3.2.1]octan-8-yl)-6-methylpyridin-2-yl)piperidine-2,6-dione C12CNCC(CC1)N2C=2C=CC(=NC2C)C2C(NC(CC2)=O)=O